4-((2-((2S,4S)-2-cyano-4-fluoropyrrolidin-1-yl)-2-oxoethyl)amino)bicyclo[2.2.2]octane-1-carboxylic acid C(#N)[C@H]1N(C[C@H](C1)F)C(CNC12CCC(CC1)(CC2)C(=O)O)=O